N,N,N-tris(3-(3-ethylimidazolyl)propyl)-amine C(C)N1C(=NC=C1)CCCN(CCCC1=NC=CN1CC)CCCC1=NC=CN1CC